CNC(=O)C1CC1 N-methyl-cyclopropanecarboxamide